COC=1C=C(C=CC1OC)S(=O)(=O)Cl 3,4-dimethoxybenzenesulfonyl chloride